N-(4-(2,4-dioxotetrahydropyrimidin-1(2H)-yl)phenyl)acetamide hydrochloride Cl.O=C1N(CCC(N1)=O)C1=CC=C(C=C1)NC(C)=O